diisopentylsulfoxide C(CC(C)C)S(=O)CCC(C)C